7,7-dimethyl-2-(2-(2-propenoyl)-2,6-diazaspiro[3.4]octan-6-yl)-5,7-dihydrofuro[3,4-b]pyridine-3-carbonitrile CC1(OCC=2C1=NC(=C(C2)C#N)N2CC1(CN(C1)C(C=C)=O)CC2)C